FC1=C(C=CC=C1)C#CC=1C=C2CCC(C2=CC1)N1CC2(CC2)C(CC1)C(=O)O 5-(5-((2-fluorophenyl)ethynyl)-2,3-dihydro-1H-inden-1-yl)-5-azaspiro[2.5]octane-8-carboxylic acid